C(C)(C)(C)OC(=O)N1[C@]2(CNC[C@@H]1CC2)COC([2H])([2H])[2H].Cl[Si](C2=CC=CC=C2)(C2=CC=CC=C2)C chloro(methyl)(diphenyl)silane tert-butyl-(1R,5S)-1-{[(2H3)methyloxy]methyl}-3,8-diazabicyclo[3.2.1]octane-8-carboxylate